2-[6-[3-(Difluoromethyl)-4-fluoro-phenyl]pyrazolo[4,3-b]pyridin-1-yl]-1-[3-(1H-imidazol-2-yl)azetidin-1-yl]ethanone FC(C=1C=C(C=CC1F)C=1C=C2C(=NC1)C=NN2CC(=O)N2CC(C2)C=2NC=CN2)F